FC1=C(C(=CC(=C1)F)F)CC#N 2,4,6-trifluorobenzeneacetonitrile